C(\C=C(/C)\CCC=C(C)C)(=O)[O-].OCC[N+](CCCCC)(CCCCC)CCCCC (2-Hydroxyethyl)tripentylammonium geranate